C(C)(C)(C)N1N=C(C(=C1)F)C(=O)NC1=C(C=C(C(=C1)C=1C=C(C=2N(C1)C=CN2)N2CCOCC2)C)F 1-Tert-butyl-4-fluoro-N-{2-fluoro-4-methyl-5-[8-(morpholin-4-yl)imidazo[1,2-a]pyridin-6-yl]phenyl}pyrazole-3-carboxamide